BrC1=C2N=C(C(=NC2=CC(=C1)C)C)N1CCCCC1 5-bromo-2,7-dimethyl-3-(1-piperidyl)quinoxaline